3-(4-chlorophenyl)-2-((S)-1-(4-chlorophenyl)ethyl)-6-(2-methyloxiran-2-yl)isoindolin-1-one ClC1=CC=C(C=C1)C1N(C(C2=CC(=CC=C12)C1(OC1)C)=O)[C@@H](C)C1=CC=C(C=C1)Cl